1-{3-[(5-{[(2-methanesulfonylethyl)amino]methyl}pyridin-3-yl)amino]-5,5-dimethyl-5H-chromeno[3,4-d]pyrimidin-8-yl}pyrrolidin-2-one CS(=O)(=O)CCNCC=1C=C(C=NC1)NC1=NC=C2C(=N1)C(OC=1C=C(C=CC12)N1C(CCC1)=O)(C)C